ClC=1C(=NC(=NC1)NC1=C(C=C(C(=C1)C)N1CCC(CC1)N1CC(CCC1)N(C)C)OC)NC1=C(C=CC(=C1)OC)NS(=O)(=O)C N-(2-((5-chloro-2-((4-(3-(dimethylamino)-[1,4'-bipiperidin]-1'-yl)-2-methoxy-5-methylphenyl)amino)pyrimidin-4-yl)amino)-4-methoxyphenyl)methanesulfonamide